N-(6-chloropyridin-3-yl)-6-(2-(2-methylmorpholino)ethoxy)isoquinolin-1-amine ClC1=CC=C(C=N1)NC1=NC=CC2=CC(=CC=C12)OCCN1CC(OCC1)C